ClC=1C=NC(=NC1)C12CCC(CC2C1)OC[C@@H]1N([C@@H](C[C@@H]1NS(=O)(=O)C)C)C(=O)OC(C)C isopropyl (2R,3S,5R)-2-(((6-(5-chloropyrimidin-2-yl)bicyclo[4.1.0]heptan-3-yl)oxy)methyl)-5-methyl-3-(methylsulfonamido)pyrrolidine-1-carboxylate